C(#N)C1=C(SC2=C1C(=NC=C2F)C=2C1=C(C=3C=NC(=NC3C2F)N2C[C@@H]([C@H](C2)NC(C([2H])([2H])[2H])(C([2H])([2H])[2H])[2H])F)COC1)NC(OC(C)(C)C)=O tert-Butyl (3-cyano-7-fluoro-4-(5-fluoro-3-((3S,4S)-3-fluoro-4-((propan-2-yl-d7)amino)pyrrolidin-1-yl)-7,9-dihydrofuro[3,4-f]quinazolin-6-yl)thieno[3,2-c]pyridin-2-yl)carbamate